C(C)N(CCCOC1=C(C=C2C(=NC=NC2=C1)OC1=C(C=C(C=C1)NC(=O)[C@]1([C@@H](C1)C)C(=O)NC1=CC=C(C=C1)F)F)OC)CC (1R,2R)-N-(4-{[7-{[3-(diethylamino)propyl]oxy}-6-(methyloxy)quinazolin-4-yl]oxy}-3-fluorophenyl)-N'-(4-fluorophenyl)-2-methylcyclopropane-1,1-dicarboxamide